Tert-butyl (3-((4-decylphenyl)amino)-3-oxopropyl)carbamate C(CCCCCCCCC)C1=CC=C(C=C1)NC(CCNC(OC(C)(C)C)=O)=O